FCCCCCN1C[C@H](CC1)N1C(=NC=2C1=C1C(=NC2)NC=C1)[C@@H](C)O (R)-1-(1-((S)-1-(5-fluoropentyl)pyrrolidin-3-yl)-1,6-dihydroimidazo[4,5-d]pyrrolo[2,3-b]pyridine-2-yl)ethanol